C(C=C)(=O)N1CCN(CC1)C1=NC(N(C2=CC(=C(C=C12)Cl)Br)C1=C(C=CC=C1)C(C)C)=O 4-(4-Acryloylpiperazin-1-yl)-7-bromo-6-chloro-1-(2-isopropylphenyl)quinazolin-2(1H)-one